OC1=C(C=CC(=C1)OCC(COCCCC)O)C1=NC(=NC(=N1)C1=C(C=C(C=C1)C)C)C1=C(C=C(C=C1)C)C 2-[2-hydroxy-4-(2-hydroxy-3-butyloxypropoxy)phenyl]-4,6-bis(2,4-dimethylphenyl)-1,3,5-triazine